4-((diphenylmethylene)amino)pyrimidine 4-hexyldecyl-8-[[4-(dimethylamino)-3-hydroxy-butyl]-[8-(4-hexyldecoxy)-8-oxo-octyl]amino]octanoate C(CCCCC)C(CCCOC(CCCCCCCN(CCCCCCCC(=O)OCCCC(CCCCCC)CCCCCC)CCC(CN(C)C)O)=O)CCCCCC.C1(=CC=CC=C1)C(C1=CC=CC=C1)=NC1=NC=NC=C1